FC=1C=C(C=C(C1)F)[C@@H]1N(OCC1)C1=CC(=NC=C1)NC=1C(=CC(=C(C1)NC(C=C)=O)N1CCN(CC1)C)OC (R)-N-(5-((4-(3-(3,5-difluorophenyl)isoxazolidin-2-yl)pyridin-2-yl)amino)4-methoxy-2-(4-methylpiperazin-1-yl)phenyl)acrylamide